4-(2-Nitrophenylamino)piperidine-1-carboxylic acid benzyl ester C(C1=CC=CC=C1)OC(=O)N1CCC(CC1)NC1=C(C=CC=C1)[N+](=O)[O-]